COC(C1=C(C(=C(C=C1)C(F)(F)F)Cl)NC1=C(C(=C(C=C1)F)F)C=O)=O chloro-2-((3,4-difluoro-2-formylphenyl)amino)-4-(trifluoromethyl)-benzoic acid methyl ester